FC=1C(=CC2=C(NC(=N2)O[C@H]2[C@@H]3[C@H](OC2)[C@@H](CO3)O)C1)C1=CC=C(C=C1)C=1C(=CC=CC1O)O 4'-(6-fluoro-2-(((3R,3aR,6R,6aR)-6-hydroxyhexahydrofuro[3,2-b]furan-3-yl)oxy)-1H-benzo[d]imidazol-5-yl)-[1,1'-biphenyl]-2,6-diol